N4-(3-chloro-4-(pyridin-2-ylmethoxy)phenyl)-7-((1,3-dimethylpiperidin-3-yl)ethynyl)quinazoline-4,6-diamine ClC=1C=C(C=CC1OCC1=NC=CC=C1)NC1=NC=NC2=CC(=C(C=C12)N)C#CC1(CN(CCC1)C)C